2-(4,5-dichloro-6-oxo-pyridazin-1-yl)-N-[3-[2-(2-fluorophenyl)ethylsulfamoyl]-4-methyl-phenyl]acetamide ClC=1C=NN(C(C1Cl)=O)CC(=O)NC1=CC(=C(C=C1)C)S(NCCC1=C(C=CC=C1)F)(=O)=O